(2S)-6-(3-azido-2,2-dimethylpropanamido)-2-({[(9H-fluoren-9-yl)methoxy]carbonyl}amino)hexanoic acid N(=[N+]=[N-])CC(C(=O)NCCCC[C@@H](C(=O)O)NC(=O)OCC1C2=CC=CC=C2C=2C=CC=CC12)(C)C